C(C1=CC=CC=C1)NC1=C2N=CN(C2=NC(=N1)C=1C=NC=C(C1)C)[C@H]1[C@@H]([C@@H]([C@H](O1)C(=O)NCC)O)O (2S,3S,4R,5R)-5-(6-(benzylamino)-2-(5-methylpyridin-3-yl)-9H-purin-9-yl)-N-ethyl-3,4-dihydroxyltetrahydrofuran-2-formamide